C1(CC1)C1=C(C(=O)NCCC(C)C)C=CC=C1NC1=C(C=C(C=C1)C(N=C1NCCN1)=O)C1CC1 2-cyclopropyl-3-({2-cyclopropyl-4-[(imidazolidin-2-ylidene)carbamoyl]Phenyl}amino)-N-(3-methylbutyl)benzamide